C1(CC1)C=1C(=NSC1C(=O)OCC)O ETHYL 4-CYCLOPROPYL-3-HYDROXY-ISOTHIAZOLE-5-CARBOXYLATE